3-(2-((3-methyl-2-cyclohexenyl)oxycarbonyl)ethylthio)propyltrimethoxysilane CC1=CC(CCC1)OC(=O)CCSCCC[Si](OC)(OC)OC